C(C)(=O)N1C[C@@]2(CC1)N(C(CN(C2=O)C2=CC=C(C=C2)OC(F)F)=O)CC2=CC=C(C=C2)Cl (R)-2-acetyl-6-(4-chlorobenzyl)-9-(4-(difluoromethoxy)phenyl)-2,6,9-triazaspiro[4.5]decane-7,10-dione